NCC1=CC=C(C=C1)N1CC=CC2=CC=NC(=C12)OC N-[4-(aminomethyl)phenyl]-8-methoxy-1,7-naphthyridin